4-(5-Bromopyridin-2-yl)-2,4-dioxobutanoic acid ethyl ester C(C)OC(C(CC(=O)C1=NC=C(C=C1)Br)=O)=O